CC1=CC=C(C=C1)S(=O)(=O)NC1=CC=C(C=O)C=C1 Para-(p-toluenesulfonamido)benzaldehyde